2,2-diphenyl-4-(pyridine-3-yl)-1,2-dihydroquinazoline C1(=CC=CC=C1)C1(NC2=CC=CC=C2C(=N1)C=1C=NC=CC1)C1=CC=CC=C1